C1=CC=CC=2N1C1=C(N2)C=CC=C1 benzo[1',2':4,5]imidazo[1,2-a]pyridine